C(CCCCCCC)OP(OCCCCCCCC)=O Din-octylphosphonic acid